tris(3,5-xylyl)phosphine C1(=CC(=CC(=C1)C)C)P(C1=CC(=CC(=C1)C)C)C1=CC(=CC(=C1)C)C